α-phenylbutyrophenone C1(=CC=CC=C1)C(C(=O)C1=CC=CC=C1)CC